CN1N=C(C=C1C)NC=1C=C2C(=CN=C(C2=CN1)NC)C=1OC2=C(N1)C=C(C=C2)N2CCOCC2 N6-(1,5-dimethyl-1H-pyrazol-3-yl)-N1-methyl-4-(5-morpholinobenzo[d]oxazol-2-yl)-2,7-naphthyridine-1,6-diamine